potassium compound with nitric acid [N+](=O)(O)[O-].[K]